6-(3-((5-Mercapto-4-methyl-4H-1,2,4-triazol-3-yl)methyl)oxetan-3-yl)isoindolin-1-one tert-butyl-N-[[4-cyano-1-[4-(pentafluoro-λ6-sulfaneyl)phenyl]indazol-3-yl]methyl]carbamate C(C)(C)(C)OC(NCC1=NN(C2=CC=CC(=C12)C#N)C1=CC=C(C=C1)S(F)(F)(F)(F)F)=O.SC=1N(C(=NN1)CC1(COC1)C1=CC=C2CNC(C2=C1)=O)C